N-(4-chlorobenzo[d]thiazol-2-yl)-5-nitrothiophene-2-carboxamide ClC1=CC=CC2=C1N=C(S2)NC(=O)C=2SC(=CC2)[N+](=O)[O-]